TETRADECYL PHOSPHONATE P(OCCCCCCCCCCCCCC)([O-])=O